8-(1-((6-chloro-2-(7-fluoro-1-hydroxy-1,3-dihydrobenzo[c][1,2]oxaborol-5-yl)pyridin-3-yl)amino)ethyl)-2-(4,4-difluoropiperidin-1-yl)-3,6-dimethyl-4H-chromen-4-one ClC1=CC=C(C(=N1)C1=CC2=C(B(OC2)O)C(=C1)F)NC(C)C=1C=C(C=C2C(C(=C(OC12)N1CCC(CC1)(F)F)C)=O)C